3-ethoxy-2-cyclohexyl propionate C(CC)(=O)OC1CCCCC1OCC